S1C(=[NH+]C=C1)C(=O)[O-] 3-Thiazolium-2-carboxylate